C1(CC1)N(C1=C(C(=NC=N1)NC[C@@H]1[C@H](CN(CC1)CC(=O)N)F)F)CC1=CC=C(C=C1)C(F)(F)F |o1:12,13| rel-2-((3R,4R)-4-(((6-(cyclopropyl(4-(trifluoromethyl)benzyl)amino)-5-fluoropyrimidin-4-yl)amino)methyl)-3-fluoropiperidin-1-yl)acetamide